cis-tert-butyl N-(2-phenylcyclopropyl)carbamate C1(=CC=CC=C1)[C@@H]1[C@@H](C1)NC(OC(C)(C)C)=O